BrC1=CC(=C(C=C1)N(C=O)CC(=O)C1CC1)F N-(4-bromo-2-fluoro-phenyl)-N-(2-cyclopropyl-2-oxo-ethyl)carboxamide